ClC1=C2C(=NC(=NC2=CC=C1)NN)N(C1=CC=CC=C1)C 5-chloro-2-hydrazinyl-N-methyl-N-Phenylquinazolin-4-amine